NC1=CC=CC(=N1)S(=O)(=O)NC(=O)C=1C(=NC(=CC1)C1=CC(=CC(=C1)OCC(C)C)F)OC1COCCC1 N-[(6-Amino-2-pyridyl)sulfonyl]-6-(3-fluoro-5-isobutoxyphenyl)-2-tetrahydropyran-3-yloxypyridin-3-carboxamid